C(#N)C(C1(CSCCC1)NC(OC(C)(C)C)=O)O tert-butyl (3-(cyano(hydroxy)methyl)tetrahydro-2H-thiopyran-3-yl)carbamate